1,4,5,8-tetra(R-phenylamino)anthracene-9,10-dione C1(=CC=CC=C1)NC1=CC=C(C=2C(C3=C(C=CC(=C3C(C12)=O)NC1=CC=CC=C1)NC1=CC=CC=C1)=O)NC1=CC=CC=C1